N-((1R,3s,5S)-8-benzyl-8-azabicyclo[3.2.1]octan-3-yl)-2,3,4,9-tetrahydro-1H-carbazole-7-carboxamide C(C1=CC=CC=C1)N1[C@H]2CC(C[C@@H]1CC2)NC(=O)C2=CC=C1C=3CCCCC3NC1=C2